diphenoxytert-butyl-phosphine O(C1=CC=CC=C1)P(C(C)(C)C)OC1=CC=CC=C1